CN1N=CC(=C1C1=CC=C(N=N1)NC(=O)C1CC2C(CN(C2)CC(C(C)(C)C)C)C1)C N-[6-(2,4-dimethylpyrazol-3-yl)pyridazin-3-yl]-2-(2,3,3-trimethylbutyl)-3,3a,4,5,6,6a-hexahydro-1H-cyclopenta[c]pyrrole-5-carboxamide